ClC=1C=C(C(=NC1)OC)S(=O)(=O)NC=1C(=C(C(=CC1)F)C1=CC=C2C(=NNC2=C1F)C(=O)NC(CO)C)F 6-[3-(5-Chloro-2-methoxypyridine-3-sulfonamido)-2,6-difluorophenyl]-7-fluoro-N-(1-hydroxypropan-2-yl)-1H-indazole-3-carboxamide